ClC1=CC=C(C=C1)NC([C@H](C)C1CCC(CC1)C1=CC=NC2=CC=C(C=C12)F)=O (R)-N-(4-CHLORoPHENYL)-2-((1S,4S)-4-(6-FLUORoCHINOLIN-4-YL)CYCLOHEXYL)PROPANAMID